6-(3,4-Dimethylphenyl)-N-[(1R)-1-(4-fluorophenyl)ethyl]-4-oxo-3-(propan-2-yl)-4,5-dihydropyrazolo[1,5-a]pyrazine-2-carboxamide CC=1C=C(C=CC1C)C=1NC(C=2N(C1)N=C(C2C(C)C)C(=O)N[C@H](C)C2=CC=C(C=C2)F)=O